(N-carbazolyl)-triphenylamine C1=CC=C(C=C1)N(C2=CC=CC=C2)C3=CC=CC=C3N4C5=CC=CC=C5C6=CC=CC=C64